1-(((5S,7S)-8,8-difluoro-3-neopentyl-2-oxo-1-oxa-3-azaspiro[4.5]decan-7-yl)methyl)-1H-benzo[d]imidazole-6-carbonitrile FC1([C@@H](C[C@]2(CN(C(O2)=O)CC(C)(C)C)CC1)CN1C=NC2=C1C=C(C=C2)C#N)F